10-methoxy-6-(1-methoxy-2-methylpropan-2-yl)-2-oxo-6,7-dihydro-2H-pyrido[2',1':3,4]pyrazino[1,2-b]indazole-3-carboxylic acid COC1=CC=CC2=C3N(N=C12)CC(N1C3=CC(C(=C1)C(=O)O)=O)C(COC)(C)C